6-amino-2-(3-fluoro-4-(trifluoromethyl)phenyl)-5-vinylpyrimidine-4-carboxylic acid methyl ester COC(=O)C1=NC(=NC(=C1C=C)N)C1=CC(=C(C=C1)C(F)(F)F)F